2-(3,4-dimethoxyphenyl)-7-(1-methylpiperidin-4-yl)-4H-pyrido[1,2-a]pyrimidin-4-one COC=1C=C(C=CC1OC)C=1N=C2N(C(C1)=O)C=C(C=C2)C2CCN(CC2)C